CC(C)(C)[S@](=O)N[C@@H](C)C1=CC=C(C=C1)CCC1=CC=CC=C1 (S)-2-methyl-N-((S)-1-(4-phenethylphenyl)ethyl)propane-2-sulfinamide